2-(1-naphthyl)benzofuran-4-ol C1(=CC=CC2=CC=CC=C12)C=1OC=2C(C1)=C(C=CC2)O